(2-(piperidin-1-ylmethyl)phenyl)methylamine N1(CCCCC1)CC1=C(C=CC=C1)CN